1-[5-tert-butyl-2-p-tolyl-2H-pyrazol-3-yl]-3-[4-(pyridin-4-yl-methoxy)naphthalen-1-yl]-urea C(C)(C)(C)C=1C=C(N(N1)C1=CC=C(C=C1)C)NC(=O)NC1=CC=C(C2=CC=CC=C12)OCC1=CC=NC=C1